NCCCC(CCCN)(CCCN)NC(OC(C)(C)C)=O tert-butyl N-[4-amino-1,1-bis(3-aminopropyl)butyl]carbamate